5-(3-(benzyloxy)propyl)-2,2-dimethyl-1,3-dioxane-4,6-dione C(C1=CC=CC=C1)OCCCC1C(OC(OC1=O)(C)C)=O